1-Benzyl-4-(2-(2,2-dimethoxyethyl)-4-methylpyridin-3-yl)piperidin-4-ol C(C1=CC=CC=C1)N1CCC(CC1)(O)C=1C(=NC=CC1C)CC(OC)OC